tert-butyl 2-(4-cyano-2-ethoxyphenyl)-2,5,6,7-tetrahydro-4H-pyrazolo[4,3-b]pyridine-4-carboxylate C(#N)C1=CC(=C(C=C1)N1N=C2C(N(CCC2)C(=O)OC(C)(C)C)=C1)OCC